(1R,2R)-N-[7-chloro-6-[4-((3S,4S)-4-hydroxy-3-methyl-tetrahydrofuran-3-yl)piperazin-1-yl]-3-isoquinolinyl]-2-(2-furanyl)cyclopropanecarboxamide ClC1=C(C=C2C=C(N=CC2=C1)NC(=O)[C@H]1[C@@H](C1)C=1OC=CC1)N1CCN(CC1)[C@]1(COC[C@H]1O)C